C1=CC=C2C(=C1)C=CC(=O)N2 The molecule is a monohydroxyquinoline carrying a hydroxy substituent at position 2. It is an intermediate metabolite produced duting the microbial degradation of quinoline. It has a role as a bacterial xenobiotic metabolite. It is a tautomer of a quinolin-2(1H)-one.